CC(=C)C1=C(C=C(C=C1)C)C 2,3-dimethyl-2-(p-tolyl)ethylene